C(C)(C)(C)OC(N(C=1C(=NC(=CC1)N1C=NC2=C1C=CC(=C2)NC=2N=NC(=CC2)C)N2N=C(C=C2C)C(F)F)C(=O)OC(C)(C)C)=O N-tert-butoxycarbonyl-N-[2-[3-(difluoromethyl)-5-methyl-pyrazol-1-yl]-6-[5-[(6-methylpyridazin-3-yl)amino]benzimidazol-1-yl]-3-pyridyl]carbamic acid tert-butyl ester